OC(C(=O)OC)CCCCCCCCCCCCCC methyl alpha-hydroxypalmitate